(2S,2'S,2''S)-3,3',3''-((nitrilotris(methylene-d2))tris(benzene-3,1-diyl))tris(2-((R)-pyrrolidin-3-yl)propionic acid) N(C([2H])([2H])C=1C=C(C=CC1)C[C@H](C(=O)O)[C@@H]1CNCC1)(C([2H])([2H])C=1C=C(C=CC1)C[C@H](C(=O)O)[C@@H]1CNCC1)C([2H])([2H])C=1C=C(C=CC1)C[C@H](C(=O)O)[C@@H]1CNCC1